ClC1(CN(CC1)C(=O)OC(C)(C)C)C=1C=CC=2C(NC3=CC=CC1C23)=O tert-butyl 3-chloro-3-(2-oxo-1H-benzo[cd]indol-5-yl)pyrrolidine-1-carboxylate